N-(2-(3-methylpyrrolidin-1-yl)ethyl)-5-(trifluoromethyl)benzamide CC1CN(CC1)CCNC(C1=CC=CC(=C1)C(F)(F)F)=O